C(C)(C)(C)OC(CCCOC=1C=NC(=NC1)Cl)=O t-butyl-4-(2-chloropyrimidin-5-yloxy)-butyrate